(4-(2,5-difluorophenyl)-2-(4-fluorocyclohexyl)pyridin-3-yl)carbamic acid tert-butyl ester C(C)(C)(C)OC(NC=1C(=NC=CC1C1=C(C=CC(=C1)F)F)C1CCC(CC1)F)=O